[N+](=O)([O-])C1=CC=C(C=C1)N=NC1=C(C=CC=C1)O (4-nitrophenyl)diazenyl-phenol